4-cyclopropoxy-N-{4-[(6,7-dimethoxyquinolin-4-yl)oxy]-3,5-difluorophenyl}pyridine-3-carboxamide C1(CC1)OC1=C(C=NC=C1)C(=O)NC1=CC(=C(C(=C1)F)OC1=CC=NC2=CC(=C(C=C12)OC)OC)F